3-((5-oxo-4-(4-(trifluoromethyl)benzyl)-4,5,6,8-tetrahydropyrazolo[3,4-b]pyrrolo[3,4-d]pyridin-7(3H)-yl)methyl)benzonitrile O=C1C2=C(C3=C(N1CC1=CC=C(C=C1)C(F)(F)F)NN=C3)CN(C2)CC=2C=C(C#N)C=CC2